(R)-N-(4-(3-((5-chloro-4-(trifluoromethyl)pyrimidin-2-yl)amino)pyrrolidin-1-yl)quinazolin-7-yl)acrylamide ClC=1C(=NC(=NC1)N[C@H]1CN(CC1)C1=NC=NC2=CC(=CC=C12)NC(C=C)=O)C(F)(F)F